undec-4-yl carbamate C(N)(OC(CCC)CCCCCCC)=O